CCN(CC)C(=O)C(=C)C N,N-diethylmethacrylamide